C(C)(C)(C)N(C(=O)OCC1OC(OC1)OCC)[C@H](C(=N)NOC(=O)C1C(C1C1=CC=C(C=C1)F)C1=CC=C(C=C1)F)C (2-ethoxy-1,3-dioxolan-4-yl)methanol tert-butyl-((2S)-1-(((2,3-bis(4-fluorophenyl)cyclopropane-1-carbonyl)oxy)amino)-1-iminopropan-2-yl)carbamate